5-(aminomethyl)-N-(1-(3'-chloro-5'-hydroxy-5-(1-methyl-1H-pyrazol-4-yl)-[1,1'-biphenyl]-3-yl)ethyl)-2-methylbenzamide NCC=1C=CC(=C(C(=O)NC(C)C=2C=C(C=C(C2)C=2C=NN(C2)C)C2=CC(=CC(=C2)O)Cl)C1)C